NC(C[C@@H]1CN(CCC1)C(=O)OC(C)(C)C)(C)C tert-Butyl (R)-3-(2-amino-2-methylpropyl)piperidine-1-carboxylate